(R)-1-cyclopropylethanamine hydrochloride salt Cl.C1(CC1)[C@@H](C)N